(E)-((2-Phenyl-2-phenylsulfinylvinyl)sulfolane) C1(=CC=CC=C1)\C(=C/C1S(=O)(=O)CCC1)\S(=O)C1=CC=CC=C1